C(C)(C)(C)OC(NCCC1=CC=C(C=C1)Br)=O N-[2-(4-bromophenyl)ethyl]Carbamic acid tert-butyl ester